(1S)-2-((S)-2-(3-((3R,5R,7R)-adamantan-1-yl)ureido)-3,3-dimethylbutanoyl)-N-((S)-1-(cyclopropylamino)-1,2-dioxohexan-3-yl)octahydrocyclopenta[c]pyrrole-1-carboxamide C12(CC3CC(CC(C1)C3)C2)NC(N[C@H](C(=O)N2[C@@H](C3C(C2)CCC3)C(=O)N[C@H](C(C(=O)NC3CC3)=O)CCC)C(C)(C)C)=O